FC1=C(C(=NC=C1)N1CCN(CC1)C(=O)OC(C)(C)C)OC tert-butyl 4-(4-fluoro-3-methoxypyridin-2-yl)piperazine-1-carboxylate